ClC1=CC(=CN=N1)N1N=CC2=CC=C(C=C12)C1(CCCCC1)C#N 1-[1-(6-chloropyridazin-4-yl)indazol-6-yl]cyclohexanecarbonitrile